(2S,4S)-4-fluoro-1-[2-[(3R)-3-[(7-methoxy-5-quinolyl)amino]pyrrolidin-1-yl]acetyl]pyrrolidine-2-carbonitrile F[C@H]1C[C@H](N(C1)C(CN1C[C@@H](CC1)NC1=C2C=CC=NC2=CC(=C1)OC)=O)C#N